tert-butyl N-{2-amino-2-[3-(dimethylphosphoryl) phenyl] ethyl}-carbamate NC(CNC(OC(C)(C)C)=O)C1=CC(=CC=C1)P(=O)(C)C